2-(((1H-benzo[d]imidazol-1-yl)methyl)thio)benzo[d]thiazole N1(C=NC2=C1C=CC=C2)CSC=2SC1=C(N2)C=CC=C1